[C@H]1(CC[C@@H](CC1)N)N 1,4-cis-cyclohexanediamine